ClC1=C(C=CC=C1)NC(=O)C=1SC=CC1 N-(2-chlorophenyl)thiophene-2-carboxamide